4-(difluoromethyl)-5-[4-[(3R)-3-methylmorpholin-4-yl]-6-(3-oxa-6-azabicyclo[3.1.1]heptan-6-yl)-1,3,5-triazin-2-yl]pyridin-2-amine FC(C1=CC(=NC=C1C1=NC(=NC(=N1)N1[C@@H](COCC1)C)N1C2COCC1C2)N)F